3-(3-chloro-4-fluorophenyl)-1-isobutyl-1-(1-(1-oxo-1,2-dihydro-2,7-naphthyridin-4-yl)ethyl)urea ClC=1C=C(C=CC1F)NC(N(C(C)C1=CNC(C2=CN=CC=C12)=O)CC(C)C)=O